C(C)N(C(C(=O)C1=CNC2=C(C=C(C=C12)OC)F)=O)C N-Ethyl-2-(7-fluoro-5-methoxy-1H-indol-3-yl)-N-methyl-2-oxoacetamide